N,N-dimethyl-6-azonia-1,3,3-trimethylbicyclo[3.2.1]octane C[N+]1(C2CC(CC(C1)(C2)C)(C)C)C